ClC(C1=C(C=CC=C1)C(Cl)(Cl)Cl)Cl 1-(dichloromethyl)-2-(trichloromethyl)benzene